BrC(CCC(=O)OCCCCCCCCCCCCCCCCCCC)C nonadecyl 4-bromopentanoate